4-[(1R)-1-[(3R,4R)-4-(fluoromethyl)-3-methyl-2-oxo-pyrrolidin-3-yl]ethyl]benzaldehyde FC[C@@H]1[C@@](C(NC1)=O)(C)[C@H](C)C1=CC=C(C=O)C=C1